(4S)-2,2-dimethyl-1,3-dioxolane-4-carboxylic acid CC1(OC[C@H](O1)C(=O)O)C